2-Chloro-4-fluoro-5-(1,3-dioxohexahydroimidazo[1,5-a]pyridin-2(3H)-yl)benzoic acid ClC1=C(C(=O)O)C=C(C(=C1)F)N1C(N2C(CCCC2)C1=O)=O